O1C(C(C(C1C(=O)O)C(=O)O)C(=O)O)C(=O)O 2,3,4,5-tetrahydrofurantetracarboxylic acid